(2-fluorophenyl)-((2-(4-(trifluoromethoxy)phenyl)thiazol-5-yl)methyl)quinoxaline-2-carboxamide FC1=C(C=CC=C1)C1=C2N=C(C(=NC2=CC=C1)C(=O)N)CC1=CN=C(S1)C1=CC=C(C=C1)OC(F)(F)F